OC1CN(C1)C(=O)O[C@@H]1CC[C@H](CC1)C(N(C1=CC(=CC=C1)C=1N=C(OC1)C1CC1)C[C@@H]1CC[C@H](CC1)C1=CC(=C(C=C1)OC)C#N)=O trans-4-(((trans-4-(3-Cyano-4-methoxyphenyl)cyclohexyl)methyl)(3-(2-cyclopropyloxazol-4-yl)phenyl)carbamoyl)cyclohexyl 3-hydroxyazetidine-1-carboxylate